CC1=NC(=CC(=C1)C=O)C 2,6-DIMETHYLPYRIDINE-4-CARBOXALDEHYDE